C([O-])([O-])=O.[Zn+2] zinc (carbonate)